C(CCCCC)(=O)O.C(C(=O)Cl)(=O)Cl oxalyl chloride monocaproate